CC1N(CC=C(CC1)C1=C(C(=CC=2OCCOC21)NC2=NC(=CC(=N2)C)NC)C)C(=O)OC(C)(C)C tert-butyl 2-methyl-5-[6-methyl-7-[[4-methyl-6-(methylamino)pyrimidin-2-yl]amino]-2,3-dihydro-1,4-benzodioxin-5-yl]-2,3,4,7-tetrahydroazepine-1-carboxylate